N-{[4-(2,2-dicyano-1-methoxyeth-1-en-1-yl)phenyl]methyl}-5-fluoro-2-methoxybenzamide C(#N)C(=C(OC)C1=CC=C(C=C1)CNC(C1=C(C=CC(=C1)F)OC)=O)C#N